OC[C@H](C1=CC=CC=C1)NC1=NC(=NC=C1C=1OC=NN1)NC=1C=C2CC(CC(C2=CC1)=O)(C)C (S)-6-(4-(2-hydroxy-1-phenylethylamino)-5-(1,3,4-oxadiazol-2-yl)pyrimidin-2-ylamino)-3,3-dimethyl-3,4-dihydronaphthalen-1(2H)-one